methyl N-[5-[6-[5-(4-fluorophenyl)-2-methyl-imidazol-1-yl]imidazo[1,2-a]pyridin-3-yl]-2-pyridyl]carbamate FC1=CC=C(C=C1)C1=CN=C(N1C=1C=CC=2N(C1)C(=CN2)C=2C=CC(=NC2)NC(OC)=O)C